C[C@@H]1N(CCC1)CC1=NC2=C(N1)C=CC(=C2)NC(=O)C2=CC=C(C=C2)NC(CCC2CCN(CC2)C(=O)OC(C)(C)C)=O tert-butyl (S)-4-(3-((4-((2-((2-methylpyrrolidin-1-yl)methyl)-1H-benzo[d]imidazol-5-yl)carbamoyl)phenyl)amino)-3-oxopropyl)piperidine-1-carboxylate